FC=1C=C(C=CC1)[C@@H]1N(CCC1)C=1C=CC=2N(N1)C(=CN2)C2=CC=CC(=N2)N2CCN(CC2)C(CNC2=CC=C1CN(C(C1=C2)=O)C2C(NC(CC2)=O)=O)=O 3-(6-((2-(4-(6-(6-((R)-2-(3-fluorophenyl)pyrrolidin-1-yl)imidazo[1,2-b]pyridazin-3-yl)pyridin-2-yl)piperazin-1-yl)-2-oxoethyl)amino)-1-oxoisoindolin-2-yl)piperidine-2,6-dione